C(C)OC(=O)C=1N=C(N(C1)CCCO[Si](C1=CC=CC=C1)(C1=CC=CC=C1)C(C)(C)C)Br.BrC1=NN(C(=N1)N1CCOCC1)C 4-(3-bromo-1-methyl-1H-1,2,4-triazol-5-yl)morpholine ethyl-2-bromo-1-(3-((tert-butyldiphenylsilyl)oxy)propyl)-1H-imidazole-4-carboxylate